P(=O)(OC)(OCC[Si](C)(C)C)OCC[Si](C)(C)C methyl bis(2-trimethylsilylethyl) phosphate